4,12-dibutyl-2-methyl-1,7,9,15-tetraoxa-4,12-diaza-8-stannaspiro[7.7]pentadecane C(CCC)N1CC(O[Sn]2(OCC1)OCCN(CCO2)CCCC)C